C(C)N(CCC1=C(C=CC2=CC=CC=C12)O)C 1-(2-(ethyl(methyl)amino)ethyl)naphthalen-2-ol